tert-butyl N-[[2-[[(1R)-1-(3,4-dimethoxyphenyl)ethyl]carbamoyl]phenyl]methyl]carbamate COC=1C=C(C=CC1OC)[C@@H](C)NC(=O)C1=C(C=CC=C1)CNC(OC(C)(C)C)=O